N1CC(C1)CN1N=CC(=C1)C1=NC2=C(C(=CC=C2N=C1)OC=1C=CC2=C(NC(=N2)C)C1)Cl 2-(1-(Azetidin-3-ylmethyl)-1H-pyrazol-4-yl)-8-chloro-7-((2-methyl-1H-benzo[d]imidazol-6-yl)oxy)quinoxaline